FC1=NN(C2=C(C=CC=C12)NS(=O)(=O)C=1C=NN(C1)C1=CC(=NC=C1)C(F)(F)F)C N-(3-FLUORO-1-METHYL-1H-INDAZOL-7-YL)-1-(2-(TRIFLUOROMETHYL)PYRIDIN-4-YL)-1H-PYRAZOLE-4-SULFONAMIDE